C(C)(C)(C)OC(=O)N[C@@H]1CN(CCC1)C=1SC=C(N1)C(=O)N[C@@H](CO)C(=O)OC methyl (2-((S)-3-((tert-butoxycarbonyl)amino)piperidin-1-yl)thiazole-4-carbonyl)-L-serinate